C(C)(C)(C)C=1C(=CC(=C(C#N)C1)C)O 5-tert-butyl-4-hydroxy-2-methylbenzonitrile